1-((4-bromo-3-methylphenyl)sulfonyl)piperidin-4-ol BrC1=C(C=C(C=C1)S(=O)(=O)N1CCC(CC1)O)C